O=C([C@H](O)[C@@H](O)[C@H](O)[C@H](O)CO)O[2H] d-gluconic acid-d